N1(CCC1)C1=CC=C(C=N1)[C@H](C)N1N=CC(=C1)NC(=O)C1=NC(=CN=C1)C1=C(C(=CC=C1C(F)F)Cl)F |o1:10| (S or R)-N-(1-(1-(6-(azetidin-1-yl)pyridin-3-yl)ethyl)-1H-pyrazol-4-yl)-6-(3-chloro-6-(difluoromethyl)-2-fluorophenyl)pyrazine-2-carboxamide